(6S,9R)-N-(5-chloro-2-fluoro-4-(trifluoromethyl)phenyl)-3-oxo-3,5,6,7,8,9-hexahydro-2H-6,9-epiminocyclohepta[c]pyridine-10-carboxamide ClC=1C(=CC(=C(C1)NC(=O)N1[C@@H]2CC=3C(=CNC(C3)=O)[C@H]1CC2)F)C(F)(F)F